COC(C1=CC(N(C=C1)C1=CC(=C(C=C1)C)I)C(F)(F)F)=O N-(3-iodo-4-methylphenyl)-2-(trifluoromethyl)isonicotinic acid methyl ester